Methyl acetate trifluoroacetate FC(C(=O)O)(F)F.C(C)(=O)OC